C(C)(C)(C)N(C(O)=O)CCCCN(CC1=CN(C2=CC=CC=C12)S(=O)(=O)C1=CC=CC=C1)CC=1C=NC(=CC1)F.COC1CN(CCC1)NC1=CC=CC(=C1)C(F)(F)F (3-methoxypiperidin-1-yl)-5-(trifluoromethyl)aniline tert-butyl-4-(((6-fluoropyridin-3-yl)methyl)((1-(phenylsulfonyl)-1H-indol-3-yl)methyl)amino)butylcarbamate